COC=1C=C2C(NC(=NC2=CC1OC)NC)=O 6,7-dimethoxy-2-(methylamino)quinazolin-4(3H)-one